O1COC2=C1C=CC(=C2)NC=2C(=CC=C(C2F)Br)N N1-(benzo[d][1,3]dioxol-5-yl)-5-bromo-6-fluorobenzene-1,2-diamine